6-(2,4-difluorophenyl)-5-(1,3-dioxolan-2-yl)pyrimidine-4-carboxylate FC1=C(C=CC(=C1)F)C1=C(C(=NC=N1)C(=O)[O-])C1OCCO1